N1N=NC(=C1)C(CC)O (1H-1,2,3-triazol-4-yl)propan-1-ol